ethyl 2-[2-(1H-indol-5-yl) hydrazino]-3-oxobutyrate N1C=CC2=CC(=CC=C12)NNC(C(=O)OCC)C(C)=O